N1=CC=CC=C1C(=O)[O-] PYRIDIN-6-CARBOXYLAT